(R)-6-(4-((7-Chloroquinazolin-4-yl)amino)pentyl)-4,6-diazaspiro[2.4]heptane-5,7-dione ClC1=CC=C2C(=NC=NC2=C1)N[C@@H](CCCN1C(NC2(CC2)C1=O)=O)C